1-[(3S,5R)-5-(Methoxymethyl)-1-(prop-2-enoyl)pyrrolidin-3-yl]-5-(methylamino)-3-(2-[3-methylimidazo[1,2-a]pyridin-7-yl]ethynyl)pyrazole-4-carboxamide COC[C@H]1C[C@@H](CN1C(C=C)=O)N1N=C(C(=C1NC)C(=O)N)C#CC1=CC=2N(C=C1)C(=CN2)C